ethyl 3-bromo-5H,6H,7H-cyclopenta[b]pyridine-7-carboxylate BrC=1C=C2C(=NC1)C(CC2)C(=O)OCC